N-((4,5-dimethylthiazol-2-yl)(o-tolyl)methyl)-1-methyl-3-(trifluoromethyl)-1H-pyrazole-4-carboxamide CC=1N=C(SC1C)C(NC(=O)C=1C(=NN(C1)C)C(F)(F)F)C1=C(C=CC=C1)C